(1-acetyl-4-ethoxypiperidin-4-yl)-5-chloro-1,7-dimethyl-8-((1-methylpiperidin-4-yl)oxy)-1,6-naphthyridin-2(1H)-one C(C)(=O)N1CCC(CC1)(OCC)C=1C(N(C2=C(C(=NC(=C2C1)Cl)C)OC1CCN(CC1)C)C)=O